FC(C(=O)O)(F)F.C(=O)(O)CNCC1=NC2=C(C=CC=C2C=C1)NS(=O)(=O)C1=CC=C(C=C1)C(F)(F)F N-(2-(((Carboxymethyl)amino)methyl)quinolin-8-yl)-4-(trifluoromethyl)benzenesulfonamide trifluoroacetate